1-(cyclopropylmethyl)-3,7-dimethyl-8-(methylthio)-1H-purine-2,6(3H,7H)-dione C1(CC1)CN1C(N(C=2N=C(N(C2C1=O)C)SC)C)=O